NCC1=NC2=NC=NC(=C2N1)C(=O)NCC1=CC(=CC(=C1)C=1C=NN(C1)C)F 8-(aminomethyl)-N-(3-fluoro-5-(1-methyl-1H-pyrazol-4-yl)benzyl)-7H-purine-6-carboxamide